O([C@@H]1[C@H](O)[C@@H](O)[C@H](O)[C@H](O1)CO)[C@@H]1[C@H](O)[C@@H](O)[C@H](O)[C@H](O1)CO alpha-D-Glucopyranosyl alpha-D-glucopyranosid